(Z)-heptadec-13-en-1-yl acetate C(C)(=O)OCCCCCCCCCCCC\C=C/CCC